3-chlorosulfonylbenzoate ClS(=O)(=O)C=1C=C(C(=O)[O-])C=CC1